ClC1=CC=C(CN2C(=NC=3N(C(N(C(C23)=O)CCCO)=O)C)C#CC(C)(C)C)C=C1 7-(4-chlorobenzyl)-8-(3,3-dimethylbut-1-yn-1-yl)-1-(3-hydroxypropyl)-3-methyl-3,7-dihydro-1H-purine-2,6-dione